FC(C(=O)O)(F)F.FC(C(=O)O)(F)F.N1N[C@@H](CCC1)C(=O)OC methyl (3S)-1,2-diazinane-3-carboxylate bis(trifluoroacetic acid) salt